7-formyl-N-(4-((2-methoxyethyl)amino)-5-thiocyanatopyridin-2-yl)-6-((3-carbonylmorpholino)methyl)-3,4-dihydro-1,8-naphthyridine-1(2H)-carboxamide C(=O)C1=C(C=C2CCCN(C2=N1)C(=O)NC1=NC=C(C(=C1)NCCOC)SC#N)CN1C(COCC1)=C=O